C(C=CCCCCC)(=O)[O-] octaneneat